O=C1CN(C1)C(=O)OC(C(Cl)(Cl)Cl)(C)C 1,1,1-trichloro-2-methylpropan-2-yl 3-oxoazetidine-1-carboxylate